OC(C)C1=NN(C=C1N(C(C)=O)CC1=CC=C2C=CC(=NC2=C1)NC(OC(C)(C)C)=O)C tert-butyl N-[7-({N-[3-(1-hydroxyethyl)-1-methyl-1H-pyrazol-4-yl]acetamido}methyl)quinolin-2-yl]carbamate